CN1N=C(C(=C1C)C=1C=C2C(=NC1)NC=C2C2=CC=1N(C=C2)N=CN1)C 7-(5-(1,3,5-trimethyl-1H-pyrazol-4-yl)-1H-pyrrolo[2,3-b]pyridin-3-yl)-[1,2,4]triazolo[1,5-a]pyridine